N1CCCCC12CN(CCC2)C2=C1C(=NC=C2)N(C=C1C1=NSC=C1C)COCC[Si](C)(C)C 2-[[4-(1,8-diazaspiro[5.5]undecan-8-yl)-3-(4-methylisothiazol-3-yl)pyrrolo[2,3-b]pyridin-1-yl]methoxy]ethyl-trimethyl-silane